(S)-N-((S)-4,4-difluoro-1-((1-(trifluoromethyl)cyclopropyl)methyl)pyrrolidin-3-yl)-4-(5-(5-fluoro-2-methoxypyridin-4-yl)-1H-pyrazole-3-carbonyl)-4-azaspiro[2.5]octane-7-carboxamide FC1([C@H](CN(C1)CC1(CC1)C(F)(F)F)NC(=O)[C@H]1CCN(C2(CC2)C1)C(=O)C1=NNC(=C1)C1=CC(=NC=C1F)OC)F